ClC=1C=C(C=CC1)N1N=C(C=C1)C(C(=O)NC1=CC(=NN1C(=O)OC(C)(C)C)C1CC1)C tert-butyl 5-(2-(1-(3-chlorophenyl)-1H-pyrazol-3-yl)propanamido)-3-cyclopropyl-1H-pyrazole-1-carboxylate